C(C)(=O)O.N=1C=NN2C1C=C(C=C2)OC2=C(C=C(C=C2)NC2=NC=NN1C2=C(C=C1)C1CCN(CC1)C(C(=C)F)=O)C 1-(4-(4-((4-([1,2,4]triazolo[1,5-a]pyridin-7-yloxy)-3-methylphenyl)amino)pyrrolo[2,1-f][1,2,4]triazin-5-yl)piperidin-1-yl)-2-fluoroprop-2-en-1-one acetate